2-(3-(4-fluorobenzyl)azetidin-3-yl)acetonitrile hydrochloride Cl.FC1=CC=C(CC2(CNC2)CC#N)C=C1